[H-].[Na+].FC1=CC=C(C=C1)[C@@H]1N(C[C@H]([C@@H](C1)OC)C)C(=O)OC(C)(C)C |&1:13| rac-tert-Butyl (2R,5R)-2-(4-fluorophenyl)-4-methoxy-5-methyl-piperidine-1-carboxylate Sodium hydride